CC=1C=C2C(=CN(C2=CC1)CC1=NC=CC=C1)C(=O)NC1=C(C(=O)O)C=CC=C1 2-[5-methyl-1-(pyridin-2-ylmethyl)-1H-indole-3-carboxamido]benzoic acid